N-butylaminosulfonic acid sodium salt [Na+].C(CCC)NS(=O)(=O)[O-]